2-methyl-3-(1-oxo-4-(o-tolyl)-1,2-dihydroisoquinolin-7-yl)propanoic acid CC(C(=O)O)CC1=CC=C2C(=CNC(C2=C1)=O)C1=C(C=CC=C1)C